(2,5-dioxopyrrolidin-1-yl) 2-(tert-butoxycarbonylamino)acetate C(C)(C)(C)OC(=O)NCC(=O)ON1C(CCC1=O)=O